C1(CCCC1)N1N=C(C=C1C1=C(C=CC=C1)C(F)(F)F)C(=O)N[C@H](CC(=O)O)CCN1C[C@@H](CC1)F (3S)-3-({1-cyclopentyl-5-[2-(trifluoromethyl)phenyl]-1H-pyrazol-3-yl}formamido)-5-[(3R)-3-fluoropyrrolidin-1-yl]pentanoic acid